[N+](#[C-])CCCN1CCCC1 1-(3-isocyanopropyl)pyrrolidine